N-(3-fluoro-4-((6-methoxy-7-(2-((4-methoxycyclohexyl)amino)ethoxy)quinolin-4-yl)oxy)phenyl)-5-(4-fluorophenyl)-6-oxo-2,3,5,6-tetrahydrofuro[3,2-c]pyridine-7-carboxamide FC=1C=C(C=CC1OC1=CC=NC2=CC(=C(C=C12)OC)OCCNC1CCC(CC1)OC)NC(=O)C1=C2C(=CN(C1=O)C1=CC=C(C=C1)F)CCO2